5-cyclopropyl-N4-((3R,6S)-6-methylpiperidin-3-yl)-N2-(1-(trifluoromethyl)-1H-pyrazol-4-yl)-7-((2-(trimethylsilyl)ethoxy)methyl)-7H-pyrrolo[2,3-d]pyrimidine-2,4-diamine C1(CC1)C1=CN(C=2N=C(N=C(C21)N[C@H]2CN[C@H](CC2)C)NC=2C=NN(C2)C(F)(F)F)COCC[Si](C)(C)C